ClC1=C(C(=CC=C1)OC)C1=CC(=NC=C1C(=O)NC=1SC(=NN1)OC)C 4-(2-chloro-6-methoxyphenyl)-N-(5-methoxy-1,3,4-thiadiazol-2-yl)-6-methylnicotinamide